furopyridine O1C=CC2=C1C=CC=N2